N-(4-(5-amino-4-cyano-1-(6-(hydroxymethyl)tetrahydro-2H-pyran-3-yl)-1H-pyrazol-3-yl)benzyl)-5-fluoro-2-methoxybenzamide NC1=C(C(=NN1C1COC(CC1)CO)C1=CC=C(CNC(C2=C(C=CC(=C2)F)OC)=O)C=C1)C#N